9,9',9''-(6-(4-(9H-carbazol-9-yl)phenyl)-4-(9-phenyl-9H-carbazol-3-yl)pyridine-2,3,5-triyl)tris(9H-carbazole-3,6-dicarbonitrile) C1=CC=CC=2C3=CC=CC=C3N(C12)C1=CC=C(C=C1)C1=C(C(=C(C(=N1)N1C2=CC=C(C=C2C=2C=C(C=CC12)C#N)C#N)N1C2=CC=C(C=C2C=2C=C(C=CC12)C#N)C#N)C=1C=CC=2N(C3=CC=CC=C3C2C1)C1=CC=CC=C1)N1C2=CC=C(C=C2C=2C=C(C=CC12)C#N)C#N